4-bromo-N-{8-fluoro-2-methylimidazo[1,2-a]pyridin-6-yl}-2-(2-methoxyethyl)indazole-7-carboxamide BrC=1C2=CN(N=C2C(=CC1)C(=O)NC=1C=C(C=2N(C1)C=C(N2)C)F)CCOC